BrC1=CC=C(C(=N1)NC(=O)[C@H]1N([C@@H]2C[C@@]2(C1)C)C(=O)OC(C)(C)C)CN(C)C tert-Butyl (1R,3S,5R)-3-((6-bromo-3-((dimethylamino)methyl)pyridin-2-yl)carbamoyl)-5-methyl-2-azabicyclo[3.1.0]hexane-2-carboxylate